C(C)N(C1=CC=C(C=C1)C1(OC(=O)C2=CC(=CC=C12)C1=CC=CC2=C1N=NS2)C2=CC=C(C=C2)N(CC)CC)CC 4-[3,3-bis(4-diethylaminophenyl)phthalide-6-yl]benzothiadiazole